iron(II) chloride tetrahydrate O.O.O.O.[Fe](Cl)Cl